(di-iso-propylamino)dichloroborane C(C)(C)N(C(C)C)B(Cl)Cl